N1=C(C=CC=C1)SSCCC(CCCCCCCCCCCCCCCCC)N (2-(pyridin-2-yldisulfaneyl)ethyl)octadecan-1-amine